CCCCC/C=C\\CC(/C=C/C=C\\C/C=C\\CCCC(=O)[O-])O The molecule is an icosanoid anion that is the conjugate base of 12-HETE arising from deprotonation of the carboxylic acid function; major species at pH 7.3. It is an icosanoid anion, a long-chain fatty acid anion and a hydroxy polyunsaturated fatty acid anion. It is a conjugate base of a (5Z,8Z,10E,14Z)-12-hydroxyicosatetraenoic acid.